FC(C=1OC(=NN1)C1=CC=C(C=C1)CN1N=NC2=C1C=CC(=C2)C)F 2-(difluoromethyl)-5-(4-((5-methyl-1H-benzo[d][1,2,3]triazol-1-yl)methyl)phenyl)-1,3,4-oxadiazole